1-cyclohexyl-5-methyl-1H-pyrrole C1(CCCCC1)N1C=CC=C1C